(R)-6-chloro-3-((1-(5-(4,4-difluoropiperidin-1-yl)-3,9-dimethylimidazo[1,2-c]quinazolin-7-yl)ethyl)amino)picolinic acid ClC1=CC=C(C(=N1)C(=O)O)N[C@H](C)C1=CC(=CC=2C=3N(C(=NC12)N1CCC(CC1)(F)F)C(=CN3)C)C